6-(6-(1-Cyclopropyl-1H-pyrazol-3-yl)imidazo[2,1-b]thiazol-5-yl)imidazo[1,2-a]pyridin C1(CC1)N1N=C(C=C1)C=1N=C2SC=CN2C1C=1C=CC=2N(C1)C=CN2